1-(2-((3R,5R,8R,9R,10S,13S,14S,17S)-3-Hydroxy-15-(isopropylamino)-3,13-dimethylhexadecahydro-1H-cyclopenta[a]phenanthren-17-yl)-2-oxoethyl)-1H-pyrazole-4-carbonitrile O[C@@]1(CC[C@@H]2[C@H]3CC[C@@]4([C@H](CC([C@H]4[C@@H]3CC[C@@H]2C1)NC(C)C)C(CN1N=CC(=C1)C#N)=O)C)C